O=C1NC(CCC1C1=C(C=C(C=C1F)N1CC(C1)NC(OC12CC(C1)(C2)C(N(C)C2=CC=C(C=C2)F)=O)=O)F)=O 3-((4-fluorophenyl)(methyl)carbamoyl)bicyclo[1.1.1]pentan-1-yl (1-(4-(2,6-dioxopiperidin-3-yl)-3,5-difluorophenyl)azetidin-3-yl)carbamate